(S)-4-(6-(3,5-dimethylisoxazol-4-yl)-1-(1-(pyridin-2-yl)ethyl)-2-(trifluoromethyl)-1H-pyrrolo[3,2-b]pyridin-3-yl)-3-methoxybenzoic acid CC1=NOC(=C1C=1C=C2C(=NC1)C(=C(N2[C@@H](C)C2=NC=CC=C2)C(F)(F)F)C2=C(C=C(C(=O)O)C=C2)OC)C